tetraoctyl bis(ditridecyl phosphite) C(CCCCCCCCCCCC)P(OCCCCCCCC)(OCCCCCCCC)([O-])CCCCCCCCCCCCC.C(CCCCCCCCCCCC)P(OCCCCCCCC)(OCCCCCCCC)([O-])CCCCCCCCCCCCC